N-[5-[3-(3,3-dimethylbutoxy)phenyl]-4-(2-isopropylphenyl)thiazol-2-yl]-6-fluoro-pyridine-2-sulfonamide CC(CCOC=1C=C(C=CC1)C1=C(N=C(S1)NS(=O)(=O)C1=NC(=CC=C1)F)C1=C(C=CC=C1)C(C)C)(C)C